2-(4-hydroxytetrahydro-2H-pyran-4-yl)-1-(piperidin-1-yl)ethan-1-one OC1(CCOCC1)CC(=O)N1CCCCC1